CN(CCN(C(=O)C1CNCCC1)C)C N-(2-(dimethylamino)ethyl)-N-methylpiperidine-3-carboxamide